COC(=O)C=1C(N(C2=NC(=CC=C2C1N)OC(F)F)C1=CC=C(C=C1)NC(=O)OC(C)(C)C)=O 4-Amino-1-(4-((tert-butyloxycarbonyl)amino)phenyl)-7-(difluoromethoxy)-2-oxo-1,2-dihydro-1,8-Naphthyridine-3-carboxylic acid methyl ester